5-((2-(4-((3-(cyanomethyl)-5-methoxybenzyl)amino)butoxy)ethyl)amino)benzo[c][2,6]naphthyridine-8-carboxamide C(#N)CC=1C=C(CNCCCCOCCNC2=NC3=C(C4=CN=CC=C24)C=CC(=C3)C(=O)N)C=C(C1)OC